2-[5-(4-Bromobutoxy)-pentyloxy]-tetrahydropyran BrCCCCOCCCCCOC1OCCCC1